NS(=O)(=O)NCCNC=1C(=NON1)C(=NO)NC1=CC(=C(C=C1)F)Br 4-({2-[(aminosulfonyl)amino]ethyl}amino)-N-(3-bromo-4-fluorophenyl)-N'-hydroxy-1,2,5-oxadiazol-3-carboxamidine